tert-butyl 4-amino-7-chloro-1-methyl-3-oxoisoindoline-2-carboxylate NC1=C2C(N(C(C2=C(C=C1)Cl)C)C(=O)OC(C)(C)C)=O